FC1=CC=C(C(=N1)C)OC1=C(C(=O)NC2=CC(=C(C=C2)F)[S@@](=O)NC)C(=C(C=N1)C(F)(F)F)C (R)-2-((6-fluoro-2-methylpyridin-3-yl)oxy)-N-(4-fluoro-3-(S-methylaminosulfinyl)phenyl)-4-methyl-5-(trifluoromethyl)nicotinamide